NC1=NC(=C2N=CN(C2=N1)[C@H]1C[C@@H]([C@](O1)(CO)N=[N+]=[N-])O)OC (2R,3S,5R)-5-(2-amino-6-methoxy-9H-purin-9-yl)-2-azido-2-(hydroxymethyl)tetrahydrofuran-3-ol